tert-butyl (S)-4-(7-(8-chloro-7-fluoronaphthalen-1-yl)-3-cyano-2-((tetrahydro-1H-pyrrolizin-7a(5H)-yl)methoxy)quinolin-4-yl)-2-(cyanomethyl)piperazine-1-carboxylate ClC=1C(=CC=C2C=CC=C(C12)C1=CC=C2C(=C(C(=NC2=C1)OCC12CCCN2CCC1)C#N)N1C[C@@H](N(CC1)C(=O)OC(C)(C)C)CC#N)F